5-benzyl-N-(4-(5-isopropyl-2-methoxyphenyl)pyridin-2-yl)-4H-1,2,4-triazole-3-carboxamide C(C1=CC=CC=C1)C=1NC(=NN1)C(=O)NC1=NC=CC(=C1)C1=C(C=CC(=C1)C(C)C)OC